5-(4-amino-2-{4-[(2-fluoroacrylamido)]phenyl}-1-methyl-7-{3-[(1-methylpiperidin-4-yl)oxy]prop-1-ynyl}pyrrolo[3,2-c]pyridin-3-yl)-3-chloro-N-(2,2,2-trifluoroethyl)pyridine-2-carboxamide NC1=NC=C(C2=C1C(=C(N2C)C2=CC=C(C=C2)NC(C(=C)F)=O)C=2C=C(C(=NC2)C(=O)NCC(F)(F)F)Cl)C#CCOC2CCN(CC2)C